(2S)-N-({5-[5-(difluoromethyl)-1,3,4-oxadiazol-2-yl]-1,3-thiazol-2-yl}methyl)-N-(pyridin-3-yl)butane-2-sulfonamide FC(C1=NN=C(O1)C1=CN=C(S1)CN(S(=O)(=O)[C@@H](C)CC)C=1C=NC=CC1)F